ClC1=C(CNN2C=NCC2)C=CC=C1 2-chlorobenzylamino-2-imidazoline